FC=1C(=CC=2C3=C(NC(C2C1)=O)COC[C@@H]3N(C(=O)C=3C=C1C(=NN(C1=CC3)C)C(F)F)C)F (R)-N-(8,9-difluoro-6-oxo-1,4,5,6-tetrahydro-2H-pyrano[3,4-c]isoquinolin-1-yl)-3-(difluoromethyl)-N,1-dimethyl-1H-indazole-5-carboxamide